N1=CNC2=NC(=CC=C21)N2C(CCC2)([2H])C=2C(=NC=C(C2)F)OC[C@@H](C)N (2R)-1-((3-(1-(3H-imidazo[4,5-b]pyridin-5-yl)pyrrolidin-2-yl-2-d)-5-fluoropyridin-2-yl)oxy)propan-2-amine